O.C([O-])([O-])=O.[Ca+2].[Ca+2].C([O-])([O-])=O calcium carbonate, hemihydrate